O=C1NC(CCC1N1C(C2=CC=C(C=C2C1=O)O[C@H]1CN(CC1)CC=1C=C2C=CC=NC2=CC1)=O)=O 2-(2,6-Dioxopiperidin-3-yl)-5-(((R)-1-(quinolin-6-ylmethyl)pyrrolidin-3-yl)oxy)isoindoline-1,3-dione